C1NCCC2=CC=CC(=C12)NC1=CC=C(C(=O)N)C=C1 4-((1,2,3,4-Tetrahydroisoquinolin-8-yl)amino)benzamide